phosphoric acid Dipotassium phosphate P(=O)([O-])([O-])O.[K+].[K+].P(O)(O)(O)=O